ClCC(=O)NC=1C=C(C(=NC1)C)NC(=O)C=1C=NN2C1SC(=C2)C=2C=NC(=CC2)F N-(5-(2-chloroacetamido)-2-methylpyridin-3-yl)-2-(6-fluoropyridin-3-yl)pyrazolo[5,1-b]thiazole-7-carboxamide